6-(((2-fluoro-2-methylpropyl)amino)methyl)-2-(3-((1r,3r)-3-methoxy-1-(4-methyl-4H-1,2,4-triazol-3-yl)cyclobutyl)phenyl)-4-(trifluoromethyl)isoindolin-1-one FC(CNCC1=CC(=C2CN(C(C2=C1)=O)C1=CC(=CC=C1)C1(CC(C1)OC)C1=NN=CN1C)C(F)(F)F)(C)C